CCCCCCCCCC(CCCCCCC)CO HEPTYLUNDECANOL